C1(CC1)C=1C=C(C(=O)N=C2NCCN2)C=CC1NC1=CC(=CC=C1)C(NC1(CC1)C)=O 3-cyclopropyl-N-[(2Z)-imidazolidin-2-ylidene]-4-({3-[(1-methylcyclopropyl)carbamoyl]phenyl}amino)benzamide